CC1=CC=C(CC(C(=O)C2=CC=C(C=C2)N2CCOCC2)(CC)N(C)C)C=C1 2-(4-methylbenzyl)-2-(dimethylamino)-1-(4-morpholinyl-phenyl)-1-butanone